C[N+](CCCOC1CC(NC(C1)(C)C)(C)C)(C)C 4-[3-(trimethylammonio)propoxy]-2,2,6,6-tetramethylpiperidine